C1(CC1)N1CC2(C1)CC(C2)OC=2C=CC(=NC2)C2=NSC(=N2)NC2=NC=CC=C2C 3-(5-((2-Cyclopropyl-2-azaspiro[3.3]heptan-6-yl)oxy)pyridin-2-yl)-N-(3-methyl-pyridin-2-yl)-1,2,4-thiadiazol-5-amine